N-(3,3-dimethylcyclobutylidene)-2-methylpropane-2-sulfinamide CC1(CC(C1)=NS(=O)C(C)(C)C)C